C(C)(C)(C)[C@H]1N(CCN(C1C1=CC=CC=C1)C(=O)N1CC2(CCCC2)[C@@](CC1)(CN1C=NC(=CC1=O)NC)O)C(=O)O.C(=C\C)/SC[C@H](N)C(=O)O Trans-S-1-propenyl-cysteine tert-butyl-(R)-4-((S)-10-hydroxy-10-((4-(methylamino)-6-oxopyrimidin-1(6H)-yl)methyl)-7-azaspiro[4.5]decane-7-carbonyl)-3-phenylpiperazine-1-carboxylate